17-hydroxycholenone O[C@]1([C@@H](C=CC=O)C)CC[C@H]2[C@@H]3CCC4CCCC[C@]4(C)[C@H]3CC[C@]12C